ClC=1C=C(C(=O)C2CC(C2)C#N)C=CC1 3-(3-chlorobenzoyl)cyclobutane-1-carbonitrile